4-(3-ethyl-5-(1'-isopropyl-[1,4'-bipiperidin]-4-yl)-6-methyl-1H-indol-2-yl)-1H-pyrrolo[2,3-b]pyridine C(C)C1=C(NC2=CC(=C(C=C12)C1CCN(CC1)C1CCN(CC1)C(C)C)C)C1=C2C(=NC=C1)NC=C2